monobromoporphyrin BrC1=C2NC(=C1)C=C1C=CC(=N1)C=C1C=CC(N1)=CC=1C=CC(N1)=C2